C(N)(S)=S.OCCNC(C(O)C)=O N-2-hydroxyethyllactamide dithiocarbamate